methyl 3-(2-(6-((tert-butoxycarbonyl)(methyl)amino)pyridin-2-yl)ethyl)cyclobut-1-enecarboxylate C(C)(C)(C)OC(=O)N(C1=CC=CC(=N1)CCC1C=C(C1)C(=O)OC)C